2-phenyl-1,3-oxazole C1(=CC=CC=C1)C=1OC=CN1